2,3,7,8,12,13,17,18-octaethyl-21H,23H-porphine cobalt(II) [Co+2].C(C)C1=C2NC(=C1CC)C=C1C(=C(C(=N1)C=C1C(=C(C(N1)=CC=1C(=C(C(N1)=C2)CC)CC)CC)CC)CC)CC